COC([C@@H](NC([C@@H](NC(=O)OC(C)(C)C)CCC(=O)O)=O)CSC)=O N-((tert-Butoxycarbonyl)-L-glutamyl)-S-methyl-L-cysteine methyl ester